(R)-2-hydroxy-3-(4-hydroxy-3-methoxyphenyl)propionic acid O[C@@H](C(=O)O)CC1=CC(=C(C=C1)O)OC